COC1=C(C=C(C(=C1)N1CCN(CC1)C)NC1=NC=CC(=N1)C1=CN(C2=CC=CC=C12)C)N 4-methoxy-N1-[4-(1-methylindol-3-yl)pyrimidin-2-yl]-6-(4-methylpiperazin-1-yl)benzene-1,3-diamine